C(C)(C)OC(NC1CCC2(CCN(CC2)C[C@H]2CN(CC2)C=2N=CN=NC2OC2=C(C=C(C=C2)F)C(N(C(C)C)C(C)C)=O)CC1)=O (S)-(3-((1-(6-(2-(diisopropylcarbamoyl)-4-fluorophenoxy)-1,2,4-triazine-5-yl)pyrrolidin-3-yl)methyl)-3-azaspiro[5.5]undecane-9-yl)carbamic acid isopropyl ester